CC1(OCC(O1)CO)C (+)-2,2-dimethyl-1,3-dioxolane-4-methanol